rac-tert-butyl 9-(3-(2,4-dioxotetrahydropyrimidin-1(2H)-yl)-4-methoxybenzoyl)-1-(hydroxymethyl)-3,9-diazaspiro[5.5]undecane-3-carboxylate O=C1N(CCC(N1)=O)C=1C=C(C(=O)N2CCC3(CCN(C[C@@H]3CO)C(=O)OC(C)(C)C)CC2)C=CC1OC |r|